6'-((6-(di-(tert-butoxycarbonyl)-amino)-2-methoxypyrimidin-4-yl)amino)-8'-methyl-2'H-spiro[cyclohexane-1,3'-imidazo[1,5-a]pyridine]-1',5'-dione C(C)(C)(C)OC(=O)N(C1=CC(=NC(=N1)OC)NC1=CC(=C2N(C1=O)C1(NC2=O)CCCCC1)C)C(=O)OC(C)(C)C